(benzo[d][1,3]oxathiol-5-yl)-N-methylpropan-2-amine O1CSC2=C1C=CC(=C2)CC(C)NC